tert-Butyl 3,3-difluoro-4-(3-methoxy-4-methoxycarbonyl-phenyl)piperidine-1-carboxylate FC1(CN(CCC1C1=CC(=C(C=C1)C(=O)OC)OC)C(=O)OC(C)(C)C)F